CC1=CC=CC(=N1)C1=CN=CS1 5-(6-methylpyridin-2-yl)thiazol